C(=C)NC1=CC=C(C=2CC3=CC=CC=C3C12)COC(=O)Cl 4-vinylaminofluorenylmethoxycarbonyl chloride